Benzamidomethyl Acetate C(C)(=O)OCNC(C1=CC=CC=C1)=O